O=C1N(C=C(C2=C1NC=C2)C#N)C2=CC(=CC=C2)C2(CC(C2)C)C2=NN=CN2C 7-oxo-6-{3-[(1r,3s)-3-methyl-1-(4-methyl-4H-1,2,4-triazol-3-yl)cyclobutyl]phenyl}-1H,6H,7H-pyrrolo[2,3-c]pyridine-4-carbonitrile